FC=1C(=CC=2C3=C(NC(C2C1)=O)COC[C@H]3N(C(=O)C=3C=CN1C=CC=C1C3)C)F (S)-N-(8,9-Difluoro-6-oxo-1,4,5,6-tetrahydro-2H-pyrano[3,4-c]isoquinolin-1-yl)-N-methylindolizine-7-carboxamide